tert-butyl (S)-(4-(3-chloro-2-((3,5-difluorophenyl)carbamoyl)phenyl)-3-oxobutan-2-yl)carbamate ClC=1C(=C(C=CC1)CC([C@H](C)NC(OC(C)(C)C)=O)=O)C(NC1=CC(=CC(=C1)F)F)=O